4'-Bromo-1,1':2',1''-terphenyl BrC=1C=C(C(=CC1)C1=CC=CC=C1)C1=CC=CC=C1